C1(CCCCC1)C=1CCCC2=C(C1C1=CC=C(C=C1)N1CCC(CC1)C(OC)OC)C=CC(=C2)OC 1-(4-(8-cyclohexyl-3-methoxy-6,7-dihydro-5H-benzo[7]annulen-9-yl)phenyl)-4-(dimethoxymethyl)piperidine